O[C@H]1C(OCC1)=O |r| racemic-3-hydroxy-oxolan-2-one